CC1=C(C=C(C=C1)NC(N(C)C)=O)NC(N(C)C)=O 3,3'-(4-Methyl-1,3-phenylene)bis(1,1-dimethylurea)